C(N)(=O)C1=NC2=C(N1C1=CC=CC(=N1)C1C(C1)C(=O)O)C=C(C=C2)OC(F)(F)F 2-(6-(2-carbamoyl-6-(trifluoromethoxy)-1H-benzo[d]imidazol-1-yl)pyridin-2-yl)cyclopropane-1-carboxylic acid